tert-butyl 5-amino-2-(hydroxymethyl)benzyl(methyl)carbamate NC=1C=CC(=C(CN(C(OC(C)(C)C)=O)C)C1)CO